trimethyl-(3-((1S,2S,3S,4R)-3-(trimethylsilyl)bicyclo[2.2.1]heptane-2-yl)naphthalene-2-yl)silane C[Si](C1=CC2=CC=CC=C2C=C1[C@@H]1[C@H]2CC[C@@H]([C@@H]1[Si](C)(C)C)C2)(C)C